N'-(7-Methoxy-4-phenyl-1H-benzoimidazol-2-yl)-N,N-dimethyl-formamidine COC1=CC=C(C2=C1NC(=N2)N=CN(C)C)C2=CC=CC=C2